2,6-bis(2,4-dimethylphenyl)-4-(2-hydroxy-4-octyloxyphenyl)-s-triazine CC1=C(C=CC(=C1)C)C1=NC(=NC(=N1)C1=C(C=C(C=C1)OCCCCCCCC)O)C1=C(C=C(C=C1)C)C